2-chloro-6,7-dihydro-5H-cyclopenta[b]pyridine-3-carboxylic acid ClC1=C(C=C2C(=N1)CCC2)C(=O)O